N=1NNN=NC=CC1 [3H]-Pentazocine